CC1=CSC=2N=C(N=C(C21)NC2=CC=CC(=N2)C(C)(C)O)NC=2C=NN(C2)C 2-(6-((5-methyl-2-((1-methyl-1H-pyrazol-4-yl)amino)thieno[2,3-d]pyrimidin-4-yl)amino)pyridin-2-yl)propan-2-ol